C1(=CC=C(C=C1)C=1OC2=C(N1)C(=CC(=C2)C=2C1=CC=CC=C1C=1C=CC=CC1C2)C2=CC=C(C=C2)C#N)C2=CC=CC=C2 2-(biphenyl-4-yl)-4-(4-cyano-phenyl)-6-(phenanthren-9-yl)-benzoxazole